(+-)-4-METHYL-2-PROPYL-1,3-OXATHIANE CC1SC(OCC1)CCC